7-ethoxy-2-methyl-N-(5-methyl-6-(3-methylpiperazin-1-yl)pyridazin-3-yl)imidazo[1,2-a]pyridine-6-carboxamide formate C(=O)O.C(C)OC1=CC=2N(C=C1C(=O)NC=1N=NC(=C(C1)C)N1CC(NCC1)C)C=C(N2)C